benzyl((2R,4s,7R)-2-((1-(2,6-dioxopiperidin-3-yl)-3-methyl-2-oxo-2,3-dihydro-1H-benzo[d]imidazol-4-yl)methyl)spiro[3.5]nonan-7-yl)(methyl)carbamate C(C1=CC=CC=C1)OC(N(C)C1CCC2(CC(C2)CC2=CC=CC=3N(C(N(C32)C)=O)C3C(NC(CC3)=O)=O)CC1)=O